N-(2-chloropyrimidin-5-yl)-6-fluoroisoquinolin-1-amine ClC1=NC=C(C=N1)NC1=NC=CC2=CC(=CC=C12)F